1,2,2-trifluoro-N-(2-oxo-3-(pyridine-4-yl)propyl)cyclopropane-1-carboxamide FC1(C(C1)(F)F)C(=O)NCC(CC1=CC=NC=C1)=O